methyl 2-(6-((benzyloxy)methyl)-3-azabicyclo[4.1.0]heptan-3-yl)-4-bromobenzoate C(C1=CC=CC=C1)OCC12CCN(CC2C1)C1=C(C(=O)OC)C=CC(=C1)Br